CN(C/C=C/C(=O)NC=1C=C(C=CC1)CCC(=O)NC1=CC=C(CN2C(N(CC2)C=2C=C(C=NC2)NC2=CC=C(C=N2)C2=CC=C(C(=O)N(C)C)C=C2)=O)C=C1)C (E)-4-(6-((5-(3-(4-(3-(3-(4-(dimethyl-amino)-but-2-enamido)phenyl)-propanamido)-benzyl)-2-oxoimidazolidin-1-yl)pyridin-3-yl)amino)pyridin-3-yl)-N,N-dimethyl-benzamide